P(=O)(OCCCOC(C(=C)C)=O)(OCCCOC(C(=C)C)=O)[O-] bis-(methacryloyloxypropyl) phosphate